C(C1=CC=CC=C1)N1CC(CC1)O N-benzylpyrrolidin-3-ol